C(CCCCCCCCCCC)C(C(C(=O)N)(CCCCCCCCCCCC)CCCCCCCCCCCC)CCCCCCCCC dodecyl-dilauryl-lauramide